3-(1,3-benzodioxol-5-yl)-N-(2-methoxyethyl)-N-phenyl-prop-2-enamide O1COC2=C1C=CC(=C2)C=CC(=O)N(C2=CC=CC=C2)CCOC